BrC1=C(C(=C(C=C1)F)C)OC 1-bromo-4-fluoro-2-methoxy-3-methyl-benzene